tert-butyl 3-acetonylmorpholine-4-carboxylate C(C(=O)C)C1N(CCOC1)C(=O)OC(C)(C)C